ClC=1SC(=CN1)CN1C(NCC1)=C[N+](=O)[O-] 2-chloro-5-((2-(nitromethylene)imidazolin-1-yl)methyl)thiazole